C(C)[C@]1(C(OCC=2C(N3CC=4C(=NC=5C=CC(=C(C5C4)CN4CCNCC4)O)C3=CC21)=O)=O)O (S)-4-ethyl-4,9-dihydroxy-10-(piperazin-1-ylmethyl)-1,12-dihydro-14H-pyrano[3',4':6,7]indolizino[1,2-b]quinoline-3,14(4H)-dione